pentamethyl-di-ethylenetriamine CN(CCN(CCN(C)C)C)C